5-Chloro-4-(5-chloro-2-(4-(trifluoromethyl)-1H-1,2,3-triazol-1-yl)phenyl)-3-fluoropyridin-2(1H)-one ClC=1C(=C(C(NC1)=O)F)C1=C(C=CC(=C1)Cl)N1N=NC(=C1)C(F)(F)F